C(C)(C)(C)C1=C(C=2C(C3=C(C=CC(=C3C(C2C(=C1)Cl)=O)Cl)Cl)=O)Cl t-butyl-1,4,5,8-tetrachloroanthraquinone